NC1=C(C(=O)NC2C(NC(CC2)=O)=O)C=C(C=C1)Br 2-amino-5-bromo-N-(2,6-dioxopiperidin-3-yl)benzamide